BrC=1C=CC(=NC1)SC=1C=NC=CC1C(=N)NO 3-[(5-Bromopyridin-2-yl)sulfanyl]-N-hydroxypyridine-4-carboxamidine